N[C@@H](C(=O)O)CC1=C(C=CC=C1)Br (2R)-2-amino-3-(2-bromophenyl)propionic acid